C1(=CC=CC=C1)N1CSC(C1=NNC1=CC=CC=C1)=O 3-phenyl-4-(phenylhydrazono)-1,3-thiazolidin-5-one